3-ethyl-1,5-dimethyl-1H-pyrazole-4-amine C(C)C1=NN(C(=C1N)C)C